(4-bromophenyl)(4-hydroxy-3,5-dimethylphenyl)methanone BrC1=CC=C(C=C1)C(=O)C1=CC(=C(C(=C1)C)O)C